2-(2-oxabicyclo[2.1.1]hex-4-yl)-5-bromo-6-isopropoxy-2H-indazole C12OCC(C1)(C2)N2N=C1C=C(C(=CC1=C2)Br)OC(C)C